6-fluoro-7-(6-fluoropyridin-3-yl)-2-methyl-2,9-dihydro-1H-spiro[8-oxa-2,4,10a-triazanaphtho[2,1,8-cde]azulene-10,1'-cyclobutan]-1-one FC=1C=C2N=CC=3N(C(N4C3C2=C(OCC42CCC2)C1C=1C=NC(=CC1)F)=O)C